ClC=1C=C(C=CC1)C1=CNC=2N=CN=C(C21)NCC(CO)C 3-((5-(3-chlorophenyl)-7H-pyrrolo[2,3-d]pyrimidin-4-yl)amino)-2-methylpropan-1-ol